C1(CCC1)NC=1C=C(C(=O)NC[C@@H](O)C2N=CC3=CC(=CC=C3C2)OCC2=C(N=CO2)C)C(=CN1)F 3-((R)-2-(2-(cyclobutylamino)-5-fluoroisonicotinamido)-1-hydroxyethyl)-7-((4-methyloxazol-5-yl)methoxy)-3,4-dihydroisoquinoline